ClC=1C=C2C=CC(=CC2=CC1)C(C(=O)N)(F)F 2-(6-chloronaphthalen-2-yl)-2,2-difluoroacetamide